CC(CN1CC(CCCC1)C1=CC=C(C=C1)NC(C1=CC(=C(C=C1)C)NC1=NC=CC(=N1)C=1C=NC=CC1)=O)(C)C N-{4-[1-(2,2-Dimethyl-propyl)-azepan-3-yl]-phenyl}-4-methyl-3-(4-pyridin-3-yl-pyrimidin-2-ylamino)-benzamide